(3E)-1-bromo-14,14-dioctyloxy-3-tetradecene BrCC\C=C\CCCCCCCCCC(OCCCCCCCC)OCCCCCCCC